OC=1C=CC(=NC1C)C=O (5-hydroxy-6-methyl-pyridin-2-yl)-methanone